C(C)(C)(C1=CC=CC=C1)OOCC(C)C isobutyl cumyl peroxide